FC1=NC(=CC(=C1)N1CCC=2C=C(N=CC2C1)C(=O)O)N1C(CCC1)CO 7-(2-fluoro-6-(2-(hydroxymethyl)pyrrolidin-1-yl)pyridin-4-yl)-5,6,7,8-tetrahydro-2,7-naphthyridine-3-carboxylic acid